ClC1=CC=C(C=C1)C1=NC(=NC(=C1)N1CCNCC1)C=1C=NSC1 4-(4-(4-chlorophenyl)-6-(piperazin-1-yl)pyrimidin-2-yl)isothiazole